(2-methoxy-2,2-diphenylethyl)(methyl)sulfamoyl fluoride COC(CN(S(=O)(=O)F)C)(C1=CC=CC=C1)C1=CC=CC=C1